3,2-butanediol CC(C(C)O)O